N-(5-(4-(4-((dimethylamino)methyl)-3-phenyl-1H-pyrazol-1-yl)pyrimidine-2-ylamino)-4-methoxy-2-morpholinophenyl)acrylamide mesylate S(C)(=O)(=O)O.CN(C)CC=1C(=NN(C1)C1=NC(=NC=C1)NC=1C(=CC(=C(C1)NC(C=C)=O)N1CCOCC1)OC)C1=CC=CC=C1